FC1=C(C=CC(=C1)C1CN(CC1)C)S(=O)(N)=NC(NC1=C2CCCC2=CC=2CCCC12)=O 2-Fluoro-N'-((1,2,3,5,6,7-hexahydro-s-indacen-4-yl)carbamoyl)-4-(1-methylpyrrolidin-3-yl)benzenesulfonimidamide